4H-Spiro[furo[3,4-d]thiazole-6,4'-piperidine] N1CCC2(CC1)OCC=1N=CSC12